C1(CC1)=CC1=C(C=C(C=C1)F)OC 1-(Cyclopropylidenemethyl)-4-fluoro-2-methoxybenzene